1-(3-nitropyridin-2-yl)piperidin-2-one [N+](=O)([O-])C=1C(=NC=CC1)N1C(CCCC1)=O